BrC1=CC=C(C=C1)C(C=1NC(=C2C3CCC(C12)C3)C(=O)OCC)C=3NC(=C1C2CCC(C31)C2)C(=O)OCC diethyl 3,3'-((4-bromophenyl)methylene)bis(4,5,6,7-tetrahydro-2H-4,7-methanoisoindole-1-carboxylate)